ClCC(=O)N(C1CCN(CC1)C(=O)OC(C)(C)C)C1CC1 tert-butyl 4-[(2-chloroacetyl)-cyclopropyl-amino]piperidine-1-carboxylate